C(CCC)C1C(=NN(C1(C(=O)NCC=1SC=CC1)C)C1=CC=CC=C1)C1=CC=C(C=C1)F 4-butyl-3-(4-fluorophenyl)-5-methyl-1-phenyl-N-(thiophen-2-ylmethyl)-4,5-dihydro-1H-pyrazole-5-carboxamide